ClC1=NC=CC(=C1)C=O (2-chloropyridin-4-yl)methanon